ClC1=C2C(N(C(NC2=C(C=C1)S(=O)(=O)C1=CC=C2C=CN(C2=C1)C)=O)O)=O 5-chloro-3-hydroxy-8-((1-methyl-1H-indol-6-yl)sulfonyl)quinazoline-2,4(1H,3H)-dione